7,8-dihydronaphthalene-1-yl docosanoate C(CCCCCCCCCCCCCCCCCCCCC)(=O)OC1=CC=CC=2C=CCCC12